isopropyl trans-N-[4-[5-[2-(ethylsulfamoyl)-4-isopentyloxy-phenyl]thiazol-2-yl]cyclohexyl]carbamate C(C)NS(=O)(=O)C1=C(C=CC(=C1)OCCC(C)C)C1=CN=C(S1)[C@@H]1CC[C@H](CC1)NC(OC(C)C)=O